((2S,3S,4S)-5-chloro-6-fluoro-2-formyl-3-methyl-2-phenyl-2,3-dihydrobenzofuran-4-yl)-3-fluoro-4-((2S)-2-((tetrahydro-2H-pyran-2-yl)oxy)propoxy)benzonitrile ClC=1C(=CC2=C([C@@H]([C@](O2)(C2=CC=CC=C2)C=O)C)C1C1=C(C#N)C=CC(=C1F)OC[C@H](C)OC1OCCCC1)F